perfluorooctanesulfonylaminoacetic acid FC(C(=O)O)(N(S(=O)(=O)C(C(C(C(C(C(C(C(F)(F)F)(F)F)(F)F)(F)F)(F)F)(F)F)(F)F)(F)F)F)F